2-((4-((2S,4S)-5-chloro-6-fluoro-2-phenyl-2-((S)-pyrrolidin-2-yl)-2,3-dihydrobenzofuran-4-yl)-3-fluoro-5-(methylcarbamoyl)pyridin-2-yl)oxy)acetic acid ClC=1C(=CC2=C(C[C@@](O2)([C@H]2NCCC2)C2=CC=CC=C2)C1C1=C(C(=NC=C1C(NC)=O)OCC(=O)O)F)F